O1CCN(CC1)C(=O)C=1N=C2N(C=C(N=C2N2CCOCC2)N/N=C/C=2C=C(C=CC2)C)C1 morpholino-[8-morpholino-6-[(2E)-2-(m-tolylmethylene)hydrazino]imidazo[1,2-a]pyrazin-2-yl]methanone